3,6-dimethyl-1,6-dihydro-1,2,4,5-tetrazine CC1=NNC(N=N1)C